ClC=1C=C(C=NC1)COCC(=O)NC12CC(C1)(C2)C=2OC(=NN2)C2(CCC2)OC(F)(F)F 2-[(5-Chloro-3-pyridinyl)methoxy]-N-[3-[5-[3-cis-(trifluoromethoxy)cyclobutyl]-1,3,4-oxadiazol-2-yl]-1-bicyclo[1.1.1]pentanyl]acetamide